5,5-dimethyl-3-(prop-2-ynyl-1-yl)dihydrofuran-2(3H)-one CC1(CC(C(O1)=O)=CC#C)C